ClCC=1C=C(C=CC1)B(O)O 3-(CHLOROMETHYL)BENZENEBORONIC ACID